2-(2-chlorophenyl)-N-[4-(5-methyl-1,3,4-oxadiazol-2-yl)-3-sulfamoylphenyl]acetamide ClC1=C(C=CC=C1)CC(=O)NC1=CC(=C(C=C1)C=1OC(=NN1)C)S(N)(=O)=O